5-methyl-2(5H)-furanone CC1C=CC(O1)=O